tert-Butyl 4-[(2-aminopyridin-4-yl)oxy]piperidine-1-carboxylate NC1=NC=CC(=C1)OC1CCN(CC1)C(=O)OC(C)(C)C